(9H-fluoren-9-yl)methyl (2-(2-(2-(2-(4-((1,1-dioxidothiomorpholino)methyl)-1H-1,2,3-triazol-1-yl)ethoxy)ethoxy)ethoxy)ethyl)carbamate O=S1(CCN(CC1)CC=1N=NN(C1)CCOCCOCCOCCNC(OCC1C2=CC=CC=C2C=2C=CC=CC12)=O)=O